[Na].BrC1=NC(=NC2=CC=CC(=C12)OC)C(F)(F)F 4-bromo-5-methoxy-2-(trifluoromethyl)quinazoline Sodium